glutamine azide N[C@@H](CCC(N)=O)C(=O)N=[N+]=[N-]